CC([C@@H](C(=O)N1[C@@H](CCC1)C(=O)N1C[C@H]2[C@@H](CC1)CCN2)NC(=O)C2=CC1=C(S2)C=CC(=C1)C(F)(F)P(O)(O)=O)(C)C ((2-(((S)-3,3-dimethyl-1-((S)-2-((3aR,7aR)-octahydro-1H-pyrrolo[2,3-c]pyridine-6-carbonyl)pyrrolidin-1-yl)-1-oxobutan-2-yl)carbamoyl)benzo[b]thiophen-5-yl)difluoromethyl)phosphonic acid